N1(CCC1)C1=NC2=CC(=CC=C2C=C1)CC[C@@H]1[C@@H]([C@H]([C@H](C1)OCC1=CC=CC=C1)O[Si](C1=CC=CC=C1)(C1=CC=CC=C1)C(C)(C)C)F 2-(Azetidin-1-yl)-7-{2-[(1S,2S,3S,4S)-4-(benzyloxy)-3-[(tert-butyldiphenylsilyl)oxy]-2-fluorocyclopentyl]ethyl}quinoline